2-(4-(2-((4-cyclopropyl-5-methylthiazol-2-yl)amino)-2-oxoethyl)-2-fluorophenoxy)pyridine-3-carboxamide C1(CC1)C=1N=C(SC1C)NC(CC1=CC(=C(OC2=NC=CC=C2C(=O)N)C=C1)F)=O